[I-].C(C(=C)C)(=O)OC(CCCCCCCC)C(CCCCCCCC(=O)OC)N1C=[N+](C=C1)CC1=CC=CC=C1 1-(9-(Methacryloyloxy)-18-methoxy-18-oxo-octadecan-10-yl)-3-benzyl-1H-imidazolium iodid